pyrido[3,4-b]pyrazine-2,3-diol N1=C2C(=NC(=C1O)O)C=NC=C2